ClC=1C(=NC=CC1C(F)(F)F)N1CCC(CC1)NC(=O)NC=1C=NC=CC1 1-(1-(3-Chloro-4-(trifluoro-methyl)pyridin-2-yl)piperidin-4-yl)-3-(pyridin-3-yl)urea